FC=1C(=NC(=NC1)NC=1C=NN(C1)CCOC)OCC1CCC(CC1)NC(C)=O N-((1R,4R)-4-(((5-fluoro-2-((1-(2-methoxyethyl)-1H-pyrazol-4-yl)amino)pyrimidin-4-yl)oxy)methyl)cyclohexyl)acetamide